tert-butyl 4-[4-isopropyl-3-methyl-5-(8-methyl-[1,2,4]triazolo[1,5-a]pyridin-6-yl)-6H-thieno[2,3-b]pyrrol-2-yl]-3,6-dihydro-2H-pyridine-1-carboxylate C(C)(C)C=1C2=C(NC1C=1C=C(C=3N(C1)N=CN3)C)SC(=C2C)C=2CCN(CC2)C(=O)OC(C)(C)C